Tert-butyl (4S)-4-[(1R)-1-hydroxytetratriacontyl]-2,2-dimethyl-oxazolidine-3-carboxylate O[C@H](CCCCCCCCCCCCCCCCCCCCCCCCCCCCCCCCC)[C@H]1N(C(OC1)(C)C)C(=O)OC(C)(C)C